N-[(1S)-2-Hydroxy-1-{[(2S)-4-methyl-1-[(2R)-2-methyloxiran-2-yl]-1-oxopentan-2-yl]carbamoyl}ethyl]-6-methylheptanamide OC[C@@H](C(N[C@H](C(=O)[C@@]1(OC1)C)CC(C)C)=O)NC(CCCCC(C)C)=O